C(#N)C1(CCN(CC1)S(=O)(=O)N[C@@H]([C@@H](C)C1=C(C(=CC=C1F)C)C)C=1OC(NN1)=O)C 4-cyano-N-((1S,2S)-2-(6-fluoro-2,3-dimethylphenyl)-1-(5-oxo-4,5-dihydro-1,3,4-oxadiazol-2-yl)propyl)-4-methylpiperidine-1-sulfonamide